4-(2-((6-cyanopyridin-2-yl)amino)thiazol-4-yl)-2-methylbenzoic acid C(#N)C1=CC=CC(=N1)NC=1SC=C(N1)C1=CC(=C(C(=O)O)C=C1)C